O1C(OCCC1)C=1N(C(=C(N1)C=1C=C2CN(C(C2=CC1)=O)C1C(NC(CC1)=O)=O)C1=CC=CC=C1)C 3-(5-(2-(1,3-Dioxan-2-yl)-1-methyl-5-phenyl-1H-imidazol-4-yl)-1-oxoisoindolin-2-yl)piperidine-2,6-dione